tert-butyl (5-(chloromethyl)thiazol-2-yl-4-d)carbamate ClCC1=C(N=C(S1)NC(OC(C)(C)C)=O)[2H]